O=C1NC(CCC1N1C(N(C2=C1C=CC(=C2)NC2=CC=C(C=C2)C2=C(C=CC1=C(C(=CC=C21)N2S(NC(C2)=O)(=O)=O)F)C(=O)N)C)=O)=O [4-[[1-(2,6-dioxo-3-piperidyl)-3-methyl-2-oxo-benzimidazol-5-yl]amino]phenyl]-5-fluoro-6-(1,1,4-trioxo-1,2,5-thiadiazolidin-2-yl)naphthalene-2-carboxamide